OC1=C(C=CC=C1)C hydroxy-2-methylbenzene